N=1C(=CN2C=NC=CC21)C(=O)N imidazo[1,2-c]pyrimidine-2-carboxamide